6-(2-Methyl-1H-benzimidazol-6-yl)-2-(piperidin-4-yl)-1,3-benzothiazol CC1=NC2=C(N1)C=C(C=C2)C2=CC1=C(N=C(S1)C1CCNCC1)C=C2